ClC=1C(=NC(=NC1)NC1=CNC(C=C1)=O)NC=1C=C(C=CC1F)NC(C=C)=O N-(3-((5-chloro-2-((6-oxo-1,6-dihydropyridin-3-yl)amino)pyrimidin-4-yl)amino)-4-fluorophenyl)acrylamide